α-cyano-2,3,4,5,6-pentafluorocinnamic acid C(#N)C(C(=O)O)=CC1=C(C(=C(C(=C1F)F)F)F)F